CC1N(CCNC1=O)C(=O)OC[C@@H]1C[C@H]2N(CCC3=CC(=C(C=C23)OC)OC)C[C@H]1CC(C)C [(2R,3S,11bR)-9,10-dimethoxy-3-(2-methylpropyl)-1H,2H,3H,4H,6H,7H,11bH-pyrido[2,1-a]isoquinolin-2-yl]methyl 2-methyl-3-oxopiperazine-1-carboxylate